1-n-octyl-1-ethyl-4-methylpiperidinium C(CCCCCCC)[N+]1(CCC(CC1)C)CC